COC1(C(C=C2C(C3=CC=C(C=C3C(C2=C1)=O)OC)=O)OC)OC 3,6-dimethoxy-2,3-dimethoxy-anthraquinone